(2-chloro-5-((1-cyclopropyl-1H-pyrazol-4-yl)ethynyl)pyridin-4-yl)-4-((dimethylamino)methyl)piperidin-4-ol ClC1=NC=C(C(=C1)N1CCC(CC1)(O)CN(C)C)C#CC=1C=NN(C1)C1CC1